C1C[C@H](N2[C@@H]1CC2=O)C(=O)O The molecule is a carbapenam substituted at position 3 by a carboxy group (the 3S,5S-diastereomer). It is a conjugate acid of a (3S,5S)-carbapenam-3-carboxylate.